OCCNC(=O)NC=1SC=C(N1)[C@](C)(C#C)C1=CC=C(C=C1)OC (R)-1-(2-hydroxyethyl)-3-(4-(2-(4-methoxyphenyl)but-3-yn-2-yl)thiazol-2-yl)urea